The molecule is the conjugate base of isovitexin 2''-O-beta-D-glucoside arising from selective deprotonation of 6-hydroxy group; major species at pH 7.3. It is a conjugate base of an isovitexin 2''-O-beta-D-glucoside. C1=CC(=CC=C1C2=CC(=O)C3=C(O2)C=C(C(=C3[O-])[C@H]4[C@@H]([C@H]([C@@H]([C@H](O4)CO)O)O)OC5[C@@H]([C@H]([C@@H]([C@H](O5)CO)O)O)O)O)O